FC1=CC=C(C=C1)C1=NN2C(COC(C2)C)=C1C1=C2C(=NC=C1)NN=C2 2-(4-fluorophenyl)-6-methyl-3-(1H-pyrazolo[3,4-b]pyridin-4-yl)-6,7-dihydro-4H-pyrazolo[5,1-c][1,4]oxazine